3-ethyl-7-iodo-8-methoxy-3-methyl-5-phenyl-2,3-dihydro-1,5-benzothiazepine-4(5H)-one C(C)C1(CSC2=C(N(C1=O)C1=CC=CC=C1)C=C(C(=C2)OC)I)C